triethylene glycol dihexanate C(CCCCC)(=O)OCCOCCOCCOC(CCCCC)=O